COC(C)C1=C(C=C(C=C1)C)N1/C(/SCC1=O)=N/C(=O)NC1=C(C=C(C=C1)C1=NN(C=N1)C1=CC=C(C=C1)OC(F)(F)F)C (Z)-1-(3-(2-(1-methoxyethyl)-5-methylphenyl)-4-oxothiazolidin-2-ylidene)-3-(2-methyl-4-(1-(4-(trifluoromethoxy)phenyl)-1H-1,2,4-triazol-3-yl)phenyl)urea